FC1(CC2(NC3=C(OC2)C(=NC=N3)N3C[C@@H](CC3)NC)C1)F (3R)-1-(3,3-difluoro-6'H,8'H-spiro[cyclobutane-1,7'-pyrimido[5,4-b][1,4]oxazin]-4'-yl)-N-methylpyrrolidin-3-amine